ClC=1C=C2C(=C3C1NC(NC31CCCCC1)=O)OC(=N2)CN2CC(C2)F 5-chloro-2-[(3-fluoroazetidin-1-yl)methyl]-7,8-dihydro-6H-spiro[[1,3]oxazolo[5,4-f]quinazoline-9,1'-cyclohexane]-7-one